6-(2-(3-(tert-butyl)phenyl)-2-hydroxyacetyl)-2-(1-phenylcyclopropyl)-5,6,7,8-tetrahydropyrido[4,3-d]pyrimidin-4(3H)-one C(C)(C)(C)C=1C=C(C=CC1)C(C(=O)N1CC2=C(N=C(NC2=O)C2(CC2)C2=CC=CC=C2)CC1)O